2-(4-(ethylsulfonyl)phenyl)-N-(4-(2-(8-methyl-3,4-dihydroquinolin-1(2H)-yl)Ethyl)phenyl)acetamide C(C)S(=O)(=O)C1=CC=C(C=C1)CC(=O)NC1=CC=C(C=C1)CCN1CCCC2=CC=CC(=C12)C